N1C(C=NC(C2=C1C=CC=C2)=O)=O benzo-1,4-diazepine-2,5-dione